2-(4-(10-chloroanthracen-9-yl)phenyl)-4,6-diphenyl-1,3,5-triazine ClC1=C2C=CC=CC2=C(C2=CC=CC=C12)C1=CC=C(C=C1)C1=NC(=NC(=N1)C1=CC=CC=C1)C1=CC=CC=C1